CC(CC)(CCCC(C)C)OC(\C=C\C1=CC=C(C=C1)OC)=O 3,7-Dimethyloctan-3-yl-(E)-3-(4-methoxyphenyl)acrylat